2-[(3,3-dimethylindolin-1-yl)methyl]-6,8-dimethoxy-3H-quinazolin-4-one CC1(CN(C2=CC=CC=C12)CC1=NC2=C(C=C(C=C2C(N1)=O)OC)OC)C